3-(chloromethyl)-3'-fluoro-[1,1'-biphenyl] ClCC=1C=C(C=CC1)C1=CC(=CC=C1)F